tert-butyl N-[[(2S)-4-(6-chloropyridazin-3-yl)morpholin-2-yl] methyl]carbamate ClC1=CC=C(N=N1)N1C[C@@H](OCC1)CNC(OC(C)(C)C)=O